2-(2-(2-Methoxyethoxy)ethoxy)-4-(4-fluorophenyl)-6-(pyridin-2-yl)pyridine-3-carbonitrile COCCOCCOC1=NC(=CC(=C1C#N)C1=CC=C(C=C1)F)C1=NC=CC=C1